CC1(OC2=C(C1)C=C(C=C2)CN2C(C1=CC=C(C=C1C=N2)S(=O)(=O)C2=CC=CC=C2)=O)C 2-((2,2-dimethyl-2,3-dihydrobenzofuran-5-yl)methyl)-6-(phenylsulfonyl)phthalazin-1(2H)-one